C1=NC=C(C=2CCCCC12)N1C(NC2=CC=C(C=C2C1=O)C(F)(F)F)=O 3-(5,6,7,8-tetrahydroisoquinolin-4-yl)-6-(trifluoromethyl)quinazoline-2,4(1H,3H)-dione